ClC=1C=C(C=CC1)[C@@H]1[C@H](C1)C(=O)NC1=NC=CC=2C1=CN(N2)CC=2N=C1N(C=C(C=C1)C1CC1)C2 (1S,2S)-2-(3-chlorophenyl)-N-(2-((6-cyclopropylimidazo[1,2-a]pyridin-2-yl)methyl)-2H-pyrazolo[4,3-c]pyridin-4-yl)cyclopropane-1-carboxamide